trans-4-(3-((Cyclopropylmethyl)amino)-8-((4-methylpiperazin-1-yl)methyl)-6-oxopyrimido[4,5-c]isoquinolin-5(6H)-yl)cyclohexyl carbamate C(N)(O[C@@H]1CC[C@H](CC1)N1C(C=2C=C(C=CC2C2=C1N=C(N=C2)NCC2CC2)CN2CCN(CC2)C)=O)=O